CC(CNC(COCCOCCOCC(=O)O)=O)(C)C 14,14-dimethyl-11-oxo-3,6,9-trioxa-12-aza-pentadecanoic acid